C(C)SC=1C=C(C=NC1C=1N=C2N(C(N(C(=C2)C(F)(F)F)C)=O)C1)C(C#N)(C)C 2-[5-ethylsulfanyl-6-[6-methyl-5-oxo-7-(trifluoromethyl)-imidazo[1,2-c]pyrimidin-2-yl]-3-pyridyl]-2-methyl-propanenitrile